N-nitrodimethyl-amine [N+](=O)([O-])N(C)C